C1(C(C=CC=C1)C)(C)OC1(C(C=CC=C1)C)C bisxylenyl ether